ClC1=C(C=CC=C1Cl)N1N=CC=2C1=NC=NC2N2CCC(CC2)(N)C 1-(1-(2,3-dichlorophenyl)-1H-pyrazolo[3,4-d]pyrimidin-4-yl)-4-methylpiperidin-4-amine